N-[3-(dimethylamino)propyl]urea CN(CCCNC(=O)N)C